(S)-N-methyl-3-(6-methyl-4-(trifluoromethyl)pyridin-2-yl)-N-(6-(methylamino)pyridin-2-yl)-2-oxooxazolidine-4-carboxamide CN(C(=O)[C@H]1N(C(OC1)=O)C1=NC(=CC(=C1)C(F)(F)F)C)C1=NC(=CC=C1)NC